(S)-2-(3-(5-cyano-6-(2-cyanoacetamido)pyridin-3-yl)phenyl)-N-(5-ethyl-thiazol-2-yl)propanamide C(#N)C=1C=C(C=NC1NC(CC#N)=O)C=1C=C(C=CC1)[C@@H](C(=O)NC=1SC(=CN1)CC)C